benzoyl-1-(1-(4-((7-chloro-4-hydroxy-4-methylhept-2-yn-1-yl)oxy)phenyl)-2-oxopyrrolidin-3-yl)pyrimidine-2,4(1H,3H)-dione C(C1=CC=CC=C1)(=O)N1C(N(C=CC1=O)C1C(N(CC1)C1=CC=C(C=C1)OCC#CC(CCCCl)(C)O)=O)=O